BrC1=NN(N=C1)CCCCC1=C(C(=O)N)C=CC=C1N1N=C(N=C1C1=CC=C(C=C1)OC)CC (4-(4-bromo-2-2H-1,2,3-triazolyl)butyl)-3-(3-ethyl-5-(4-methoxyphenyl)-1-1H-1,2,4-triazolyl)benzamide